[3-(aminomethyl)-3-hydroxy-cyclobutyl]carbamate NCC1(CC(C1)NC([O-])=O)O